NC=1C=C(C=C(C1)C(F)(F)F)[C@@H](C)NC=1C2=C(C(N(N1)C)=O)C=NC(=C2)C2CN(CCC2)C 1-(((R)-1-(3-Amino-5-(trifluoromethyl)phenyl)ethyl)amino)-3-methyl-7-(1-methylpiperidin-3-yl)pyrido[3,4-d]pyridazin-4(3H)-one